ethyl 1-oxo-1,2,3,4-tetrahydronaphthalene-2-carboxylate O=C1C(CCC2=CC=CC=C12)C(=O)OCC